Gadolinium nitrat [N+](=O)([O-])[O-].[Gd+3].[N+](=O)([O-])[O-].[N+](=O)([O-])[O-]